C1(CC1)[C@]1(C(N(C[C@H]1C)C=1C=2N(C=C(N1)C=1C=NN(C1C)C)N=CC2)=O)C#N (3R,4S)-3-cyclopropyl-1-[6-(1,5-dimethylpyrazol-4-yl)pyrazolo[1,5-a]pyrazin-4-yl]-4-methyl-2-oxopyrrolidine-3-carbonitrile